(1R,3R,4R)-5,5-difluoro-N-((S,E)-4-fluoro-4-(methylsulfonyl)-1-((S)-2-oxopyrrolidin-3-yl)but-3-en-2-yl)-2-(9-hydroxy-9H-fluorene-9-carbonyl)-2-azabicyclo[2.2.2]octane-3-carboxamide FC1([C@H]2[C@@H](N([C@@H](C1)CC2)C(=O)C2(C1=CC=CC=C1C=1C=CC=CC21)O)C(=O)N[C@@H](C[C@H]2C(NCC2)=O)\C=C(\S(=O)(=O)C)/F)F